((7-bromo-2-fluoro-4-((trifluoromethyl)sulfonyl)-1H-inden-3-yl)oxy)(tert-butyl)dimethylsilane BrC=1C=CC(=C2C(=C(CC12)F)O[Si](C)(C)C(C)(C)C)S(=O)(=O)C(F)(F)F